5-[(4-cyclopentyl-5-cyclopropyl-imidazol-1-yl)methyl]-1,3-dimethyl-benzimidazol-2-one C1(CCCC1)C=1N=CN(C1C1CC1)CC1=CC2=C(N(C(N2C)=O)C)C=C1